monoethyl (3,5-di-tert-butyl-4-hydroxybenzyl) phosphonate calcium salt [Ca].P(OCC)(OCC1=CC(=C(C(=C1)C(C)(C)C)O)C(C)(C)C)=O